2-[5-chloro-6-(trifluoromethyl)-3-pyridyl]-1-[3-(4-methoxy-3-pyridyl)-1-piperidyl]ethanone ClC=1C=C(C=NC1C(F)(F)F)CC(=O)N1CC(CCC1)C=1C=NC=CC1OC